N1C(=S)NC(=O)CC1=O.N1C(=S)NC(=O)CC1=O thiobarbituric acid, thiobarbituric acid salt